4-(4-(6-fluoro-3,8-diazabicyclo[3.2.1]octan-3-yl)-2-(((S)-1-methylpyrrolidin-2-yl)methoxy)-5,8-dihydropyrido[3,4-d]pyrimidin-7(6H)-yl)naphthalen-2-ol FC1C2CN(CC(C1)N2)C=2C1=C(N=C(N2)OC[C@H]2N(CCC2)C)CN(CC1)C1=CC(=CC2=CC=CC=C12)O